FC=1C(=CC(=C(C(=O)O)C1)C)C(NS(=O)(=O)N1CCCC1)=O 5-fluoro-2-methyl-4-((pyrrolidin-1-ylsulfonyl)carbamoyl)benzoic acid